N-(3-ethylphenyl)guanine C(C)C=1C=C(C=CC1)NC=1NC(C=2NC=NC2N1)=O